1-(2-fluorobenzyl)-1H-pyrazol-4-amine FC1=C(CN2N=CC(=C2)N)C=CC=C1